2H-1,2,3,4-tetrazole-2-carboxylic acid N=1N(N=NC1)C(=O)O